(2R)-3-[4-(3-bromo-2-methyl-phenoxy)cyclohexyl]-2-methyl-propan-1-ol BrC=1C(=C(OC2CCC(CC2)C[C@H](CO)C)C=CC1)C